4-((N-BOC-AMINO)METHYL)PHENYLBORONIC ACID C(=O)(OC(C)(C)C)NCC1=CC=C(C=C1)B(O)O